C(CCC)OC(=O)[C@H]1[C@@H](CC=CC1)C(=O)OCCCC trans-dibutylcyclohex-4-en-1,2-dicarboxylate